tert-butyl (2-(7-(benzyloxy)-1H-indole-3-carboxamido)ethyl)carbamate C(C1=CC=CC=C1)OC=1C=CC=C2C(=CNC12)C(=O)NCCNC(OC(C)(C)C)=O